COC(C1=C(C(=C(C(=C1F)F)I)Cl)O)=O 3-Chloro-5,6-difluoro-2-hydroxy-4-iodobenzoic acid methyl ester